COC1=C(OCC1)C1=CC=CC=C1 3-methoxy-2-phenyl-4H-furan